F[C@@H]1[C@@]2(CCC[C@](C[C@H]1C(=C)C=1N=CC(=NC1)C=1C=C3C=CN=CC3=CC1O)(N2)C)C 6-(5-(1-((1S,2S,3S,5R)-2-fluoro-1,5-dimethyl-9-azabicyclo[3.3.1]nonan-3-yl)vinyl)pyrazin-2-yl)isoquinolin-7-ol